(1R,2R)-6'-chloro-N-(4-(((6-cyclopropylimidazo[1,2-a]pyridin-2-yl)methyl)amino)pyridin-2-yl)-2',3'-dihydrospiro[cyclopropane-1,1'-indene]-2-carboxamide ClC1=CC=C2CC[C@]3(C2=C1)[C@@H](C3)C(=O)NC3=NC=CC(=C3)NCC=3N=C1N(C=C(C=C1)C1CC1)C3